4-(2-(2,6-dioxopiperidin-3-yl)-1-oxoisoindoline-5-yl)piperidine O=C1NC(CCC1N1C(C2=CC=C(C=C2C1)C1CCNCC1)=O)=O